CC1(CCN(CC1)C(=O)N)C1=CC=C(C=C1)C 4-methyl-4-(4-methylphenyl)piperidine-1-carboxamide